COC1=CC=C2C(=N1)COC[C@@H]2N(C(OC)=O)C methyl (R)-(2-methoxy-5,8-dihydro-6H-pyrano[3,4-b]pyridin-5-yl)(methyl)carbamate